2-[1-[(4-tert-butylphenyl)methyl]-5-oxopyrrolidin-2-yl]-N-[(4-fluorophenyl)methyl]acetamid C(C)(C)(C)C1=CC=C(C=C1)CN1C(CCC1=O)CC(=O)NCC1=CC=C(C=C1)F